FC=1C=C(C=C(C1)F)C(CC#CC#CC=1C=2N(C=CC1C(=O)N)N=CC2)(C=2C(N(C=CC2)C)=O)O 4-(6-(3,5-difluorophenyl)-6-hydroxy-6-(1-methyl-2-oxo-1,2-dihydropyridin-3-yl)hexa-1,3-diyn-1-yl)pyrazolo[1,5-a]pyridine-5-carboxamide